(S)-N-(1-aminopropan-2-yl)-4-(1H-pyrrolo[2,3-b]pyridin-4-yl)-3,4-dihydro-2H-1,4-thiazine-6-carboxamide hydrochloride Cl.NC[C@H](C)NC(=O)C1=CN(CCS1)C1=C2C(=NC=C1)NC=C2